(2R)-N,N-dimethyl-2-[4-(3-methyl-2-thienyl)-2-oxo-chromen-7-yl]oxy-propionamide CN(C([C@@H](C)OC1=CC=C2C(=CC(OC2=C1)=O)C=1SC=CC1C)=O)C